N[C@H](C(C)C)C1=CC=2N(N=C1)C=C(N2)[C@H](C2CCC(CC2)(F)F)NC(OC(C)(C)C)=O |o1:1| Tert-Butyl ((S)-(7-((R*)-1-amino-2-methylpropyl)imidazo[1,2-b]pyridazin-2-yl)(4,4-difluorocyclohexyl)methyl)carbamate